[2-(3-Benzyloxy-pyridin-2-yl)-2-oxo-ethyl]-phosphonic acid dimethyl ester COP(OC)(=O)CC(=O)C1=NC=CC=C1OCC1=CC=CC=C1